5-(6-(tert-butylamino)-4-(difluoromethyl)pyridin-3-yl)thiazole-2-carboxylic acid potassium salt [K+].C(C)(C)(C)NC1=CC(=C(C=N1)C1=CN=C(S1)C(=O)[O-])C(F)F